ClC[C@H]1OC(OC1)(C)C (4S)-4-(chloromethyl)-2,2-dimethyl-1,3-dioxolane